C(C)N1C(=NC=C1)S(=O)(=O)NC=1C=CC=C2C=C(C=NC12)OC 1-ethyl-N-(3-methoxyquinolin-8-yl)-1H-imidazole-2-sulfonamide